N1=C(C=CC=C1)CNCC1=CC=C(C=C1)CN1CCNCCC1 1-[[4-[[(2-pyridinylmethyl)amino]methyl]phenyl]methyl]homopiperazine